6-(4-(trifluoromethyl)phenyl)-1,2,3,4-tetrahydroisoquinoline hydrochloride Cl.FC(C1=CC=C(C=C1)C=1C=C2CCNCC2=CC1)(F)F